ClC=1C=C2C=C(NC2=C(C1O)F)CNC(=O)C1(CC1)C N-((5-chloro-7-fluoro-6-hydroxy-1H-indol-2-yl)methyl)-1-methylcyclopropane-1-carboxamide